N[C@H](C(=O)NC1=C(C(=C(C=C1)Cl)Cl)C(=O)C1=NC=CC=C1F)C (2S)-2-amino-N-[3,4-dichloro-2-(3-fluoropyridine-2-carbonyl)phenyl]propanamide